1-tridecanoyl-2-octadecanoyl-glycero-3-phosphocholine C(CCCCCCCCCCCC)(=O)OCC(OC(CCCCCCCCCCCCCCCCC)=O)COP(=O)([O-])OCC[N+](C)(C)C